benzyl tert-butyl (5-cyanocyclohexane-1,3-diyl)dicarbamate C(#N)C1CC(CC(C1)NC(OCC1=CC=CC=C1)=O)NC(OC(C)(C)C)=O